FC=1C=C(CC2=CN=C(S2)C=2C(=NN(C(C2)=O)C)C(=O)N)C=CC1 (5-(3-fluorobenzyl)thiazol-2-yl)-1-methyl-6-oxo-1,6-dihydropyridazine-3-carboxamide